CC12N(C3CC(CC(C1)C3)C2)N 1-methyl-2-azaadamantan-2-amine